2-deoxy-1-[(7-nitro-2,1,3-benzoxadiazol-4-yl)amino]-D-glucose [N+](=O)([O-])C1=CC=C(C=2C1=NON2)NC(=O)C[C@@H](O)[C@H](O)[C@H](O)CO